F[P-](F)(F)(F)(F)F.C(CCC)N1C=[N+](C=C1)C 1-n-butyl-3-methylimidazolium hexafluorophosphate